ClC1=C(C=CC=C1F)C1=CC2=C([C@@H](CCO2)CNC=2C=NC=CC2C(=O)O)C=C1 3-({[(4R)-7-(2-chloro-3-fluorophenyl)-3,4-dihydro-2H-1-benzopyran-4-yl]methyl}amino)pyridine-4-carboxylic acid